COC1=NC=C(C=C1C#N)C1CNCCC1 2-methoxy-5-(piperidin-3-yl)pyridine-3-carbonitrile